Cl.C1(CCC1)N cyclobutylamine hydrochloride